ClC=1C=2N(C=C(C1)C1(CC(C1)C)C1=NN=CN1C([2H])([2H])[2H])C=CN2 8-chloro-6-(3-methyl-1-(4-(methyl-d3)-4H-1,2,4-triazol-3-yl)cyclobutyl)imidazo[1,2-a]pyridine